tert-butyl (2-((2-((tert-butyldimethylsilyl) oxy)propyl)thio)ethyl)(methyl)carbamate [Si](C)(C)(C(C)(C)C)OC(CSCCN(C(OC(C)(C)C)=O)C)C